benzo[c][1,2]oxaborolan B1OCC2=C1C=CC=C2